[O-2].[Yb+3].[O-2].[O-2].[Yb+3] Ytterbium-oxide